3-[3-(2,6-dioxo-3-piperidyl)phenoxy]propanoic acid O=C1NC(CCC1C=1C=C(OCCC(=O)O)C=CC1)=O